S1N=CC2=C1C=CC=C2 1,2-benzisothiazolin